FC1=CC=2N=C(SC2C=2C[C@@H](OC21)CNC(OCC2=CC=CC=C2)=O)C2=C1N=CC(=NC1=CC(=C2)C)OC (R)-benzyl ((5-fluoro-2-(2-methoxy-7-methylquinoxalin-5-yl)-7,8-dihydrobenzofuro[5,4-d]thiazol-7-yl)methyl)carbamate